(E)-1-(4-(trifluoromethyl)phenyl)ethan-1-one O-(2-chloro-6-((4,6-dimethoxypyrimidin-2-yl)thio)benzoyl) oxime ClC1=C(C(=O)O\N=C(/C)\C2=CC=C(C=C2)C(F)(F)F)C(=CC=C1)SC1=NC(=CC(=N1)OC)OC